2-methyl-5-(3-methoxyphenyl)-N-(3-(2-(pyrrolidin-1-yl)propyl)-1,2,4-thiadiazol-5-yl)thiophene-3-carboxamide methyl-(Z)-3-(2-(tert-butoxy)-2-oxoethylidene)cyclopentane-1-carboxylate COC(=O)C1C\C(\CC1)=C/C(=O)OC(C)(C)C.CC=1SC(=CC1C(=O)NC1=NC(=NS1)CC(C)N1CCCC1)C1=CC(=CC=C1)OC